2-[[4-[2-(4-cyano-2-fluoro-phenyl)-2-methyl-1,3-benzodioxan-4-yl]-3,6-dihydro-2H-pyridin-1-yl]methyl]-3-[[(2S)-oxetan-2-yl]methyl]benzimidazole-5-carboxylic acid C(#N)C1=CC(=C(C=C1)C1(OC(C2=C(O1)C=CC=C2)C=2CCN(CC2)CC=2N(C1=C(N2)C=CC(=C1)C(=O)O)C[C@H]1OCC1)C)F